1-(3-trifluoromethylphenyl)ethylamine hydrochloride Cl.FC(C=1C=C(C=CC1)C(C)N)(F)F